FC(OC1=C(C=C(C=C1)OC=1C=NN(C1)C1CN(C1)C)C1=NN(C=C1NC(=O)C=1C=NN2C1N=CC=C2)C)F N-[3-[2-(difluoromethoxy)-5-[1-(1-methylazetidin-3-yl)pyrazol-4-yl]oxy-phenyl]-1-methyl-pyrazol-4-yl]pyrazolo[1,5-a]pyrimidine-3-carboxamide